BrCC1=CC(=C(C=C1)F)OC 4-(1-Bromomethyl)-1-fluoro-2-methoxybenzene